5-(1-((1,2-dimethyl-1H-imidazol-4-yl)sulfonyl)piperidin-4-yl)-3-isopropyl-2-(2-methylpyridin-4-yl)-1H-indole CN1C(=NC(=C1)S(=O)(=O)N1CCC(CC1)C=1C=C2C(=C(NC2=CC1)C1=CC(=NC=C1)C)C(C)C)C